FCCOC=1C=CC(=NC1)CO (5-(2-fluoroethoxy)pyridin-2-yl)methanol